1-(5-chloro-1H-indol-4-yl)dihydropyrimidine-2,4(1H,3H)-dione ClC=1C(=C2C=CNC2=CC1)N1C(NC(CC1)=O)=O